2-(2-(cyclopropanesulfonylamino)pyrimidin-4-yl)-2-methyl-N-(4-(5-methylpyridin-3-yl)phenyl)propanamide C1(CC1)S(=O)(=O)NC1=NC=CC(=N1)C(C(=O)NC1=CC=C(C=C1)C=1C=NC=C(C1)C)(C)C